BrC1=C(C=C(CC2=NOC(=N2)CC(C(=O)O)=C)C=C1)Cl ((3-(4-bromo-3-chlorobenzyl)-1,2,4-oxadiazol-5-yl)methyl)acrylic acid